2,2-difluoro-3'-(5-fluoro-1-((2-(trimethylsilyl)ethoxy)methyl)-1H-pyrazolo[3,4-b]pyridin-4-yl)-2'-(4-fluorophenyl)-5'H,7'H-spiro[cyclopropane-1,6'-pyrazolo[5,1-b][1,3]oxazine] FC1(CC12CN1C(OC2)=C(C(=N1)C1=CC=C(C=C1)F)C1=C2C(=NC=C1F)N(N=C2)COCC[Si](C)(C)C)F